C(#N)C1=CC(=C(C=C1)C1C(=C(NC2=C(C=NC(=C12)OCC)C)C)C(=O)NCC(OC)OC)OC 4-(4-cyano-2-methoxyphenyl)-N-(2,2-dimethoxyethyl)-5-ethoxy-2,8-dimethyl-1,4-dihydro-1,6-naphthyridine-3-formamide